2-fluoro-N-(5-fluoro-2-methyl-3-(6-(4-((4-(piperidin-4-yloxy)piperidin-1-yl)methyl)phenyl)-7H-pyrrolo[2,3-d]pyrimidin-4-yl)phenyl)-4-(2-hydroxypropan-2-yl)benzamide HCl salt Cl.FC1=C(C(=O)NC2=C(C(=CC(=C2)F)C=2C3=C(N=CN2)NC(=C3)C3=CC=C(C=C3)CN3CCC(CC3)OC3CCNCC3)C)C=CC(=C1)C(C)(C)O